C(CCCN(C([O-])=O)C1=CC(=C(C=C1)C)N=C=O)N(C([O-])=O)C1=CC(=C(C=C1)C)N=C=O butane-1,4-diylbis((3-isocyanato-4-methylphenyl) carbamate)